(R)-N-(2-(4-(3-methoxytetrahydrofuran-3-yl)pyridin-2-yl)-2H-pyrazolo[4,3-c]pyridin-6-yl)acetamide CO[C@@]1(COCC1)C1=CC(=NC=C1)N1N=C2C(C=NC(=C2)NC(C)=O)=C1